6-(azetidin-3-yl)-4-(2-methoxyphenyl)-N-[6-(pyridin-4-yl)-[1,3]thiazolo[4,5-b]pyrazin-2-yl]pyridine-3-carboxamide N1CC(C1)C1=CC(=C(C=N1)C(=O)NC=1SC=2C(=NC=C(N2)C2=CC=NC=C2)N1)C1=C(C=CC=C1)OC